The molecule is a sphingomyelin 34:1 obtained by formal condensation of the carboxy group of octadecanoic acid with the amino group of hexadecasphingosine-1-phosphocholine. It has a role as a Papio hamadryas metabolite. It derives from a hexadecasphing-4-enine and an octadecanoic acid. CCCCCCCCCCCCCCCCCC(=O)N[C@@H](COP(=O)([O-])OCC[N+](C)(C)C)[C@@H](/C=C/CCCCCCCCCCC)O